4-(3,5-dimethylisoxazol-4-yl)-N-(trans-(1r,3r)-3-ethoxycyclopentyl)-2-nitroaniline CC1=NOC(=C1C1=CC(=C(N[C@H]2C[C@@H](CC2)OCC)C=C1)[N+](=O)[O-])C